tert-butyl (1S,2S,5R)-2-((S)-1-((7-chloro-8-fluoro-2-(methylthio)-4-oxo-3,4-dihydropyrido[4,3-d]pyrimidin-5-yl)oxy)propyl)-3,8-diazabicyclo[3.2.1]octane-8-carboxylate ClC1=C(C=2N=C(NC(C2C(=N1)O[C@@H](CC)[C@@H]1[C@@H]2CC[C@H](CN1)N2C(=O)OC(C)(C)C)=O)SC)F